4-(2-(4-(2-morpholinoethoxy)-phenyl)-1H-pyrrolo[2,3-b]pyridin-5-yl)-N-(2,2,2-trifluoroethyl)-thiophene-2-carboxamide O1CCN(CC1)CCOC1=CC=C(C=C1)C1=CC=2C(=NC=C(C2)C=2C=C(SC2)C(=O)NCC(F)(F)F)N1